2'-O-fluoroguanosine FO[C@H]1[C@@H](O[C@@H]([C@H]1O)CO)N1C=NC=2C(=O)NC(N)=NC12